N-benzyl-2-(5-(thiophen-2-yl)pyridin-2-yl)acetamide C(C1=CC=CC=C1)NC(CC1=NC=C(C=C1)C=1SC=CC1)=O